C(C1=CC=CC=C1)OC1=C(C(=CC(=C1)Br)F)N(C(C(F)(F)F)=O)CC(=O)OC methyl 2-(N-(2-(benzyloxy)-4-bromo-6-fluorophenyl)-2,2,2-trifluoroacetamido)acetate